FC1=CC(=C2CCN(CC2=C1)C(=O)OC(C)(C)C)C=O tert-Butyl 7-fluoro-5-formyl-3,4-dihydroisoquinoline-2(1H)-carboxylate